C(C)(C)(C)OC(=O)N1C=CC2=C(C(=CC(=C12)C)OC)CN1[C@@H](CC(CC1)C=1N=NC=CC1)C1=CC=C(C=C1)C(=O)OC (S)-5-methoxy-4-((2-(4-(methoxycarbonyl)phenyl)-4-(pyridazin-3-yl)piperidin-1-yl)methyl)-7-Methyl-1H-indole-1-carboxylic acid tert-butyl ester